3-(1H-imidazol-2-yl)aniline N1C(=NC=C1)C=1C=C(N)C=CC1